1-Amino-N-(2-(2-(((2R,3R,4R,5R,6S)-3,4,5-Trihydroxy-6-Methyltetrahydro-2H-Pyran-2-Yl)Oxy)Ethoxy)Ethyl)-3,6,9,12-Tetraoxapentadecan-15-Amide NCCOCCOCCOCCOCCC(=O)NCCOCCO[C@@H]1O[C@H]([C@@H]([C@H]([C@H]1O)O)O)C